pyrrolol N1C(=CC=C1)O